C[Se]C=1C=C(C=C(C1OC)OC)N1C([C@@H]([C@@H]1C1=CC(=C(C=C1)OC)O)CO)=O (3S,4R)-1-(3-methylseleno-4,5-dimethoxyphenyl)-4-(3-hydroxy-4-methoxyphenyl)-3-hydroxymethylazetidin-2-one